BrC1=CC(=C(C=C1F)NS(=O)(=O)C1=CN(C2=NC(=CC=C21)Cl)CC(C(=O)OC)F)F methyl 3-(3-(N-(4-bromo-2,5-difluorophenyl)sulfamoyl)-6-chloro-1H-pyrrolo[2,3-b]pyridin-1-yl)-2-fluoropropanoate